ClC=1N=CC2=C(N1)N(C=C2Cl)CCCOC2=NN(C(=C2[N+](=O)[O-])C)C=2C(=NC(=NC2)C)OC 2,5-dichloro-7-(3-((1-(4-methoxy-2-methylpyrimidin-5-yl)-5-methyl-4-nitro-1H-pyrazol-3-yl)oxy)propyl)-7H-pyrrolo[2,3-d]pyrimidine